C[C@](N)(CC1=C(C=CC=C1F)F)C(=O)O alpha-methyl-2,6-difluorophenylalanine